ClC1=NC(=C(C=2N=C(N=C(C21)N(C)CC2(COC2)CO)SC)F)Cl (3-(((5,7-dichloro-8-fluoro-2-(methylthio)pyrido[4,3-d]pyrimidin-4-yl)(methyl)amino)methyl)oxetan-3-yl)methanol